(S)-1-(2-(5-chloro-2-cyanopyridin-4-yl)-5,7-difluoro-4-oxo-1,4-dihydroquinolin-6-yl)-N,N-dimethylpyrrolidine-3-carboxamide ClC=1C(=CC(=NC1)C#N)C=1NC2=CC(=C(C(=C2C(C1)=O)F)N1C[C@H](CC1)C(=O)N(C)C)F